3-Cyano-N-(3,3-difluorocyclobutyl)-2-(isopropoxymethyl)pyrazolo[1,5-a]pyrimidine-7-carboxamide C(#N)C=1C(=NN2C1N=CC=C2C(=O)NC2CC(C2)(F)F)COC(C)C